ClC=1C=C(SC1CC(CCCC)CC)C1=C2C(SC(=C2)[Sn](C)(C)C)=C(C2=C1SC(=C2)[Sn](C)(C)C)C=2SC(=C(C2)Cl)CC(CCCC)CC 1,1'-[4,8-Bis[4-chloro-5-(2-ethylhexyl)-2-thienyl]benzo[1,2-b:4,5-b']dithiophene-2,6-diyl]bis[1,1,1-trimethyl-stannane]